N-[(1R,3S)-3-[6-(1-methyl-6,7-dihydro-5H-pyrrolo[1,2-c]imidazol-3-yl)-[1,2,4]triazolo[4,3-a]pyridin-3-yl]cyclohexyl]-4-(oxetan-3-yloxy)-5-(trifluoromethyl)pyrimidin-2-amine CC1=C2N(C(=N1)C=1C=CC=3N(C1)C(=NN3)[C@@H]3C[C@@H](CCC3)NC3=NC=C(C(=N3)OC3COC3)C(F)(F)F)CCC2